(3aR,6aS)-5-(2,5-dichloropyrimidin-4-yl)hexahydropyrrolo[3,4-c]pyrrole-2(1H)-carboxylic acid tert-butyl ester C(C)(C)(C)OC(=O)N1C[C@@H]2CN(C[C@@H]2C1)C1=NC(=NC=C1Cl)Cl